FC=1C=C(C=CC1NC1=NC=C(C(=N1)C=1C=NN(C1)CC(CC)(C)O)C(F)(F)F)S(=O)(=O)N 3-fluoro-4-((4-(1-(2-hydroxy-2-methylbutyl)-1H-pyrazol-4-yl)-5-(trifluoromethyl)pyrimidin-2-yl)amino)benzenesulfonamide